N-[4-fluoro-3-(quinoxaline-6-carbonyl)phenyl]-3-trifluoromethyl-benzamide FC1=C(C=C(C=C1)NC(C1=CC(=CC=C1)C(F)(F)F)=O)C(=O)C=1C=C2N=CC=NC2=CC1